2-{4-[1-Methyl-6-oxo-4-(3,4,5-trimethoxy-phenyl)-1,6-dihydro-pyridin-3-yl]-pyrazol-1-yl}-benzonitrile CN1C=C(C(=CC1=O)C1=CC(=C(C(=C1)OC)OC)OC)C=1C=NN(C1)C1=C(C#N)C=CC=C1